TETRADECANEDIOATE C(CCCCCCCCCCCCC(=O)[O-])(=O)[O-]